(5-methyl-2,3,4,5-tetrahydro-1H-benzo[b][1,4]diazepin-1-yl)methyl-N-hydroxybenzamide CN1C2=C(N(CCC1)CC1=C(C(=O)NO)C=CC=C1)C=CC=C2